(S)-tert-butyl 4-(7-chloro-6-fluoro-1-(2-isopropyl-4-methoxypyridin-3-yl)-2-oxo-1,2-dihydropyrido[2,3-d]pyrimidin-4-yl)-3-methylpiperazine-1-carboxylate ClC=1C(=CC2=C(N(C(N=C2N2[C@H](CN(CC2)C(=O)OC(C)(C)C)C)=O)C=2C(=NC=CC2OC)C(C)C)N1)F